IC1=CC(=NC(=C1)N1CCOCC1)N[C@H]1COCCC1 4-iodo-6-(morpholin-4-yl)-N-[(3R)-oxan-3-yl]pyridin-2-amine